2-(4-amino-2-ethoxyphenyl)isoindole-1,3-dione NC1=CC(=C(C=C1)N1C(C2=CC=CC=C2C1=O)=O)OCC